ClC1=C(C#N)C(=CC=N1)C=1NC2=CC=C(C=C2C1C(C)C)C1CCNCC1 2-chloro-4-(3-isopropyl-5-(piperidin-4-yl)-1H-indol-2-yl)nicotinonitrile